3-oxo-3,5,6,7,8,9-hexahydro-2H-6,9-epiminocyclohepta[c]pyridazine O=C1C=C2C(=NN1)C1CCC(C2)N1